(4R)-2-methylpiperidin-4-ol CC1NCC[C@H](C1)O